ClC1=C(C(=CC=C1)F)CC(=O)NC1=CC(=NC=C1)CC(=O)NC1=CC(=CC(=C1)C)C#N {4-[2-(2-chloro-6-fluorophenyl)acetylamino]pyridin-2-yl}-N-(3-cyano-5-methylphenyl)acetamide